O1C(=CC=2C1=CN=CC2)B(O)O furo[2,3-c]pyridin-2-ylboronic acid